C(CCCCCCC)S(=O)(=O)OC1C=CC(S1)=C(C#N)C1=CC=CC=C1 (5-n-octanesulfonyloxy-5H-thiophen-2-ylidene)phenylacetonitrile